cholesterol erucate C(CCCCCCCCCCC\C=C/CCCCCCCC)(=O)O[C@@H]1CC2=CC[C@H]3[C@@H]4CC[C@H]([C@@H](CCCC(C)C)C)[C@]4(CC[C@@H]3[C@]2(CC1)C)C